ClC1=CC(=C(C=C1)C#CC1=C(N)C=CC=C1)C(=C)OC 2-((4-chloro-2-(1-methoxyvinyl)phenyl)ethynyl)aniline